O=C1NC(CCC1N1C(N(C2=C1C=CC(=C2)C(C(=O)O)OCCOCCOCCOCC)C)=O)=O (1-(2,6-Dioxopiperidin-3-yl)-3-methyl-2-oxo-2,3-dihydro-1H-benzo[d]imidazol-5-yl)-3,6,9,12-tetraoxatetradecan-1-oic acid